lithium morpholine salt N1CCOCC1.[Li]